6-amino-5-bromo-2-fluoronicotinonitrile NC1=NC(=C(C#N)C=C1Br)F